3-(fluoromethyl)-1-[4-(trifluoromethoxy)phenyl]cyclobutanecarboxylic acid FCC1CC(C1)(C(=O)O)C1=CC=C(C=C1)OC(F)(F)F